6-chloro-5-cyano-3,4-dimethyl-N-(3-(oxazol-5-yl)-1H-indazol-5-yl)picolinamide ClC1=C(C(=C(C(=N1)C(=O)NC=1C=C2C(=NNC2=CC1)C1=CN=CO1)C)C)C#N